1-(9-(2-(2,6-dioxopiperidin-3-yl)-1-oxoisoindolin-4-yl)non-8-yn-1-yl)-3-methyl-N-(2-((R)-1-methylpyrrolidin-2-yl)imidazo[1,2-a]pyrazin-6-yl)-1H-indazole-6-carboxamide O=C1NC(CCC1N1C(C2=CC=CC(=C2C1)C#CCCCCCCCN1N=C(C2=CC=C(C=C12)C(=O)NC=1N=CC=2N(C1)C=C(N2)[C@@H]2N(CCC2)C)C)=O)=O